(±)-3-(4-Bromophenyl)tetrahydro-2H-pyran-3-carbonitrile BrC1=CC=C(C=C1)[C@@]1(COCCC1)C#N |r|